1-(methylsulfonyl)piperidin-4-yl 4-((4-chlorobenzyl)amino)-2-methylene-4-oxobutanoate ClC1=CC=C(CNC(CC(C(=O)OC2CCN(CC2)S(=O)(=O)C)=C)=O)C=C1